[C@H]12N(C[C@H](NC1)C2)C2=C(C=C(C=C2)F)NC(C2=C(C(=NC=C2)C2=C(C(=CC=C2OC)Cl)F)F)=O N-(2-((1R,4R)-2,5-diazabicyclo[2.2.1]hept-2-yl)-5-fluorophenyl)-2-(3-chloro-2-fluoro-6-methoxyphenyl)-3-fluoroisonicotinamide